Cl.NC1(CCN(CC1)C(=O)OCC1=CC=CC=C1)C(=O)O 4-Amino-1-benzyloxycarbonyl-piperidine-4-carboxylic acid, hydrochloride